5-ethylbenzo[d]thiazol-2-amine C(C)C=1C=CC2=C(N=C(S2)N)C1